tert-butyl 4-[2-[2-[2-(2-azidoethoxy)ethoxy]ethyl-methyl-amino]-7-bromo-6-chloro-8-fluoro-quinazolin-4-yl]piperazine-1-carboxylate N(=[N+]=[N-])CCOCCOCCN(C1=NC2=C(C(=C(C=C2C(=N1)N1CCN(CC1)C(=O)OC(C)(C)C)Cl)Br)F)C